5-(4-(6-Chloro-3-(3-(4-chloro-3,5-dimethylphenoxy)propyl)-7-(1,3,5-trimethyl-1H-pyrazol-4-yl)-1H-indole-2-carbonyl)piperazin-1-yl)picolinic Acid ClC1=CC=C2C(=C(NC2=C1C=1C(=NN(C1C)C)C)C(=O)N1CCN(CC1)C=1C=CC(=NC1)C(=O)O)CCCOC1=CC(=C(C(=C1)C)Cl)C